FC1=C(C=CC(=C1)OC)N1C(=NC=C1)C1CCN(CC1)C(C=O)(C)SC 2-(4-(2-fluoro-4-methoxyphenyl-1H-imidazol-2-yl)piperidin-1-yl)-2-(methylthio)propan-1-one